N[C@H](C(=O)N)CC1=CNC2=CC(=CC=C12)C (2S)-2-amino-3-(6-methyl-1H-indol-3-yl)propanamide